5'-(2,6-dichloro-4-nitrophenoxy)-6'-methyl-1'H-spiro[cyclobutane-1,3'-indol]-2'-one ClC1=C(OC=2C=C3C4(C(NC3=CC2C)=O)CCC4)C(=CC(=C1)[N+](=O)[O-])Cl